p-isopropylphenyl-ruthenium dichloride C(C)(C)C1=CC=C(C=C1)[Ru](Cl)Cl